tert-butyl N-[2-[2-[2-[2-[2-[2-(3-hydroxypropoxy)ethoxy]ethoxy]ethoxy] ethoxy]ethoxy] ethyl]-N-methyl-carbamate OCCCOCCOCCOCCOCCOCCOCCN(C(OC(C)(C)C)=O)C